CC(C)(C)S(=O)NC(C)C1=NC(=NS1)C1=CC(=NC=C1)C(F)(F)F 2-methyl-N-[1-[3-[2-(trifluoromethyl)-4-pyridinyl]-1,2,4-thiadiazol-5-yl]ethyl]propane-2-sulfinamide